ClC1=CC2=C(N(C(C(N2C)=O)=O)C2CCN(CC2)C(C(C)(C)C2=C(C=CC=C2)F)=O)N=C1 7-chloro-4-(1-(2-(2-fluorophenyl)-2-methylpropanoyl)piperidin-4-yl)-1-methyl-1,4-dihydropyrido[2,3-b]pyrazine-2,3-dione